(1-cyclopropylpyrazol-4-yl)-[(2R)-4-[4-(2,4-difluorophenyl)-6,7-dimethyl-5,6,7,8-tetrahydropteridin-2-yl]morpholin-2-yl]methanol C1(CC1)N1N=CC(=C1)C(O)[C@H]1CN(CCO1)C1=NC=2NC(C(NC2C(=N1)C1=C(C=C(C=C1)F)F)C)C